5-[[2-[6-(3-cyclopropyl-1,2,4-triazol-1-yl)-2-azaspiro[3.3]heptane-2-carbonyl]-2,6-diazaspiro[3.3]heptan-6-yl]methyl]-1-methyl-imidazole-4-carbonitrile C1(CC1)C1=NN(C=N1)C1CC2(CN(C2)C(=O)N2CC3(C2)CN(C3)CC3=C(N=CN3C)C#N)C1